C(C)(=O)NC1=C(C=CC=C1)B(O)O 2-ACETAMIDOPHENYLBORONIC ACID